CP(=O)(C)C=1C=C2C(=C(C(N(C2=CC1)C)=O)C#N)N1CCC(CC1)C=1OC2=C(N1)C=C(C=C2)C 6-(dimethylphosphoryl)-1-methyl-4-[4-(5-methyl-1,3-benzooxazol-2-yl)piperidin-1-yl]-2-oxo-1,2-dihydroquinoline-3-carbonitrile